3-((3-exo)-3-((8-((5-methyl-1H-pyrazol-3-yl)amino)imidazo[1,2-a]pyrazin-6-yl)amino)-8-azabicyclo[3.2.1]oct-8-yl)propionitrile CC1=CC(=NN1)NC=1C=2N(C=C(N1)NC1CC3CCC(C1)N3CCC#N)C=CN2